((1R,4R,7R)-7-amino-2-azabicyclo[2.2.1]heptan-2-yl)(2-(3-ethyl-1-(3-hydroxypropyl)-2,3-dihydro-1H-pyrrolo[1,2,3-de]quinoxalin-5-yl)-7-fluoro-1-methyl-1H-benzo[d]imidazol-5-yl)methanone N[C@H]1[C@@H]2N(C[C@H]1CC2)C(=O)C2=CC1=C(N(C(=N1)C1=CC=3C=4N1C(CN(C4C=CC3)CCCO)CC)C)C(=C2)F